C(CCCCCCCCCCCCCCCCC)OC[C@@H](OCCCCCCCCCCCCCCCCCC)COP(=O)([O-])OCC[N+](C)(C)C 1,2-di-O-octadecyl-SN-glycero-3-phosphocholine